N(C1=CC=CC=C1)C(=O)NCCC(=O)O 3-[(anilinocarbonyl)amino]propionic acid